1-N-[4-[7-(2-cyanopyridin-4-yl)quinolin-4-yl]oxyphenyl]-1-N'-(4-fluorophenyl)cyclopropane-1,1-dicarboxamide C(#N)C1=NC=CC(=C1)C1=CC=C2C(=CC=NC2=C1)OC1=CC=C(C=C1)NC(=O)C1(CC1)C(=O)NC1=CC=C(C=C1)F